C(CC)C1C(=O)OCCC1 α-propyl-δ-valerolactone